methacrylic acid, Ethyl ester C(C(=C)C)(=O)OCC